5-(3,5-dimethoxyphenylethyl)-2-methoxyphenyl 2,2-dichloroacetate ClC(C(=O)OC1=C(C=CC(=C1)CCC1=CC(=CC(=C1)OC)OC)OC)Cl